2-bromo-4'-fluoro-1,1'-biphenyl BrC1=C(C=CC=C1)C1=CC=C(C=C1)F